menthanecarboxylic acid-N-ethylamide C(C)NC(=O)C1CC(CCC1C(C)C)C